COC=1C(OC(=CC1N[C@@H]1C[C@H](CC1)OC)C(=O)NC=1SC(=NN1)N1N=CC=C1C)=O 3-methoxy-4-(((trans)-3-methoxycyclopentyl)amino)-N-(5-(5-methyl-1H-pyrazol-1-yl)-1,3,4-thiadiazol-2-yl)-2-oxo-2H-pyran-6-carboxamide